N-((3R,5R)-1-(8-((R)-3-aminopyrrolidin-1-yl)imidazo[1,5-a]pyrazin-3-yl)-5-fluoropiperidin-3-yl)-5-(trifluoromethyl)pyrimidin-2-amine N[C@H]1CN(CC1)C=1C=2N(C=CN1)C(=NC2)N2C[C@@H](C[C@H](C2)F)NC2=NC=C(C=N2)C(F)(F)F